OC1=C(C=CC=C1)C=CC(C)=O (s)-4-(hydroxyphenyl)-3-buten-2-one